1-bromo-2,4-dichlorobenzene BrC1=C(C=C(C=C1)Cl)Cl